2-(2,3-epoxypropoxy)-3'-methoxybibenzyl C(C1CO1)OC1=C(C=CC=C1)CCC1=CC(=CC=C1)OC